1-(5-(3-cyano-6-ethoxypyrazolo[1,5-a]pyridin-4-yl)pyridin-2-yl)-4-methyl-N-(5-methylpyridin-2-yl)piperidine-4-carboxamide C(#N)C=1C=NN2C1C(=CC(=C2)OCC)C=2C=CC(=NC2)N2CCC(CC2)(C(=O)NC2=NC=C(C=C2)C)C